FC1(CCOC2=C(C=CC=C12)NC1=NC=2N(C(=C1)NC)N=CC2NC(=O)N[C@H]2[C@H](C2)F)F 1-(5-((4,4-difluorochroman-8-yl)amino)-7-(methylamino)pyrazolo[1,5-a]pyrimidin-3-yl)-3-((1R,2S)-2-fluorocyclopropyl)urea